propylene, Hydrate O.C=CC